N-[(2S)-2-hydroxypropionyl]-L-leucine O[C@H](C(=O)N[C@@H](CC(C)C)C(=O)O)C